5-butyl-2-nonyl-6-pentyl-1,3-dioxan-4-ol C(CCC)C1C(OC(OC1CCCCC)CCCCCCCCC)O